FC(OC1=CC=C(C(=O)N2CCC(CC2)C2=C3C(=NC=C2)NC(=N3)C32CC(C3)(C2)C(=O)OC)C=C1)(F)F methyl 3-[7-[1-[4-(trifluoromethoxy)benzoyl]-4-piperidyl]-3H-imidazo[4,5-b]pyridin-2-yl]bicyclo[1.1.1]pentane-1-carboxylate